O=C1NC(CCC1N1C(C2=CC=CC(=C2C1)NC(CCC)=O)=O)=O N-(2-(2,6-dioxopiperidin-3-yl)-1-oxoisoindol-4-yl)butanamide